6-bromo-2-(trifluoromethyl)pyridin-3-ol BrC1=CC=C(C(=N1)C(F)(F)F)O